tert-butyl 9-[[1-[1-(2,6-dioxo-3-piperidyl)-3-methyl-2-oxo-benzimidazol-5-yl]-4-piperidyl]methyl]-3,9-diazaspiro[5.5]undecane-3-carboxylate O=C1NC(CCC1N1C(N(C2=C1C=CC(=C2)N2CCC(CC2)CN2CCC1(CCN(CC1)C(=O)OC(C)(C)C)CC2)C)=O)=O